(1R,3S)-3-[3-({[4-methyl-2-(methylsulfonyl)phenyl]acetyl} amino)-1H-pyrazol-5-yl]cyclopentylpropylcarbamate CC1=CC(=C(C=C1)CC(=O)NC1=NNC(=C1)[C@@H]1C[C@H](CC1)CCCNC([O-])=O)S(=O)(=O)C